[(3aS,4R,6aR)-4-[(6-chloro-3-pyridazinyl)amino]hexahydrocyclopenta[c]pyrrol-2(1H)-yl](4,4-Dimethyl-6,7-dihydro-4H-thieno[3,2-c]pyran-2-yl)methanone ClC1=CC=C(N=N1)N[C@@H]1CC[C@H]2CN(C[C@H]21)C(=O)C2=CC=1C(OCCC1S2)(C)C